4-(4-Chlorobenzyl)-2-(3-(pyridin-4-yl)-1H-pyrazol-5-yl)-2-azabicyclo[4.1.0]-heptan-3-one ClC1=CC=C(CC2C(N(C3CC3C2)C2=CC(=NN2)C2=CC=NC=C2)=O)C=C1